[5-(3-methoxyphenyl)oxazol-2-yl]-[2-(4-Nitrophenyl)-1-(2-phenylthiazol-4-yl)ethyl]Amine COC=1C=C(C=CC1)C1=CN=C(O1)NC(CC1=CC=C(C=C1)[N+](=O)[O-])C=1N=C(SC1)C1=CC=CC=C1